4-[2-[(2-methylpyridin-4-yl)amino]-4-pyridinyl]-6-[2-(trifluoromethyl)-phenyl]-1H-pyridin-2-one CC1=NC=CC(=C1)NC1=NC=CC(=C1)C1=CC(NC(=C1)C1=C(C=CC=C1)C(F)(F)F)=O